Cl.C1(=CC=CC2=CC=CC=C12)[C@@H](C)NC(C1=CC(=CC=C1)C1CCNCC1)=O N-[(1R)-1-(1-naphthyl)ethyl]-3-(4-piperidinyl)benzamide hydrochloride